ClC1=CC2=C(C=N1)C(=NN2C(C(CO)=O)(C)C)I 3-(6-chloro-3-iodo-pyrazolo[4,3-c]pyridin-1-yl)-1-hydroxy-3-methyl-butan-2-one